[N+](=O)([O-])C=1C(=CC2=C(CCN(CC2)C(C(F)(F)F)=O)C1)NC(C)=O N-(8-nitro-3-(2,2,2-trifluoroacetyl)-2,3,4,5-tetrahydro-1H-benzo[d]azepin-7-yl)Acetamide